(R)-N-(4-fluoro-3-methylphenyl)-1,2,4-trimethyl-5-(2-oxo-2-((1,1,1-trifluoropropan-2-yl)amino)acetyl)-1H-pyrrole-3-carboxamide FC1=C(C=C(C=C1)NC(=O)C1=C(N(C(=C1C)C(C(N[C@@H](C(F)(F)F)C)=O)=O)C)C)C